C(CCC)(=O)OC(CCC)=O dibutanoic anhydride